C1(CC1)NC(C1=C(C=C(C=C1OC)C1=CN=C2N1C=CC(=C2)C(C)NC(C)C)OC(F)F)=O N-cyclopropyl-2-(difluoromethoxy)-4-[7-[1-(isopropylamino)ethyl]imidazo[1,2-a]pyridin-3-yl]-6-methoxy-benzamide